The molecule is a ferulic acid consisting of trans-cinnamic acid bearing methoxy and hydroxy substituents at positions 4 and 3 respectively on the phenyl ring. It has a role as a metabolite, a biomarker and an antioxidant. COC1=C(C=C(C=C1)/C=C/C(=O)O)O